N2-(2-fluoro-4-(methylsulfonyl)phenyl)-5-methoxy-N4-(4-methoxybenzyl)-N4-(5-methyl-1-(tetrahydro-2H-pyran-2-yl)-1H-pyrazol-3-yl)-6-(1-methyl-1H-pyrazol-4-yl)pyrimidine-2,4-diamine FC1=C(C=CC(=C1)S(=O)(=O)C)NC1=NC(=C(C(=N1)N(C1=NN(C(=C1)C)C1OCCCC1)CC1=CC=C(C=C1)OC)OC)C=1C=NN(C1)C